3-(tert-butyl)-6-chloropyridazine C(C)(C)(C)C=1N=NC(=CC1)Cl